C(#N)CCC(=O)N1[C@H]2CN([C@@H](C1)C2)C2=C1C(=NC(=C2)NC(=O)C2CC2)NC=C1 N-(4-((1R,4R)-5-(3-cyanopropionyl)-2,5-diazabicyclo[2.2.1]hept-2-yl)-1H-pyrrolo[2,3-b]pyridin-6-yl)cyclopropylcarboxamide